ClC=1C(=NC(=NC1)N[C@@H]1C[C@H]2CO[C@@H]([C@H]1O)O2)C=2C=C(C1=C(N(C(=N1)N1CC(CC1)(F)F)C(C)C)C2)F (1S,3R,4S,5R)-3-((5-chloro-4-(2-(3,3-difluoropyrrolidin-1-yl)-4-fluoro-1-isopropyl-1H-benzo[d]imidazol-6-yl)pyrimidin-2-yl)amino)-6,8-dioxabicyclo[3.2.1]octan-4-ol